4-(3-chloro-5-(2-methoxyethoxy)phenyl)-1-(4-(3,4-dichlorophenyl)-5-(isopropylsulfanyl)thiazol-2-yl)-3-methyl-1H-pyrazole-5-carboxylic acid ClC=1C=C(C=C(C1)OCCOC)C=1C(=NN(C1C(=O)O)C=1SC(=C(N1)C1=CC(=C(C=C1)Cl)Cl)SC(C)C)C